tert-butyl (E)-(2-(2-(2-(4-(4-(methylamino)styryl)phenoxy)ethoxy)ethoxy)ethyl)carbamate CNC1=CC=C(/C=C/C2=CC=C(OCCOCCOCCNC(OC(C)(C)C)=O)C=C2)C=C1